NC(C[N+]1(CCC(CC1)C(=O)N1CCN(CC1)C(=O)C1=C(C=C(C=C1)NC(=O)C=1N(C(=CN1)C1=C(C(=C(C=C1)OC)F)F)C)Cl)C)=O N-[4-[4-[1-(2-amino-2-oxo-ethyl)-1-methyl-piperidin-1-ium-4-carbonyl]-piperazine-1-carbonyl]-3-chloro-phenyl]-5-(2,3-difluoro-4-methoxy-phenyl)-1-meth-yl-imidazole-2-carboxamide